copper 3,4-dinitroaminooxadiazole [N+](=O)([O-])NN1NOC=C1N[N+](=O)[O-].[Cu]